methyl (1r,4R)-4-(3-chloroanilino)-6'-methoxy-2'-{(2R)-3-[(4-methoxyphenyl)methoxy]-2-methylpropyl}-5'-methyl-2',3'-dihydrospiro[cyclohexane-1,1'-indene]-4-carboxylate ClC=1C=C(NC2(CCC3(C(CC4=CC(=C(C=C34)OC)C)C[C@H](COCC3=CC=C(C=C3)OC)C)CC2)C(=O)OC)C=CC1